COC1=NC2=CC=CC=C2C=C1CC1=CC=C(C=C1)C(C#N)C(C)=O 2-(4-((2-methoxyquinolin-3-yl)methyl)phenyl)-3-oxobutanenitrile